2,4,6-tris(4-[(trimethylsilyl)ethynyl]phenyl)-1,3,5-triazine C[Si](C)(C)C#CC1=CC=C(C=C1)C1=NC(=NC(=N1)C1=CC=C(C=C1)C#C[Si](C)(C)C)C1=CC=C(C=C1)C#C[Si](C)(C)C